C1(CC1)OC1=CC=C(C=C1)C1=NN2C=NC=3C=CC=CC3C2=N1 2-[4-(cyclopropyloxy)phenyl][1,2,4]triazolo[1,5-c]quinazolin